1-(3-(trifluoromethyl)pyridin-2-yl)prop-2-yn-1-ol FC(C=1C(=NC=CC1)C(C#C)O)(F)F